COC=1N=CC=C2C1NC=C2C(C2=CC=C(N)C=C2)C2=CNC1=C(N=CC=C12)OC 4-(bis(7-methoxy-1H-pyrrolo[2,3-c]pyridin-3-yl)methyl)aniline